BrC1=CC=C(C=C1)C1=CC(=C(C(=N1)C1=CC=CC=C1)C1=CC=CC=C1)C1=CC=CC=C1 6-(4-bromophenyl)-2,3,4-triphenylpyridine